Cyclopropyl-((1R,2S,3S)-1,2-difluoro-7-((5-fluoropyridin-3-yl)oxy)-3-hydroxy-2,3-dihydro-1H-inden-4-yl)(methyl)phosphine oxide C1(CC1)P(C)(C1=C2[C@@H]([C@@H]([C@@H](C2=C(C=C1)OC=1C=NC=C(C1)F)F)F)O)=O